ClC=1C=C2C=C(C(NC2=CC1OCC1CC(C1)(F)F)=O)C(C)NS(=O)C(C)(C)C N-(1-(6-chloro-7-((3,3-difluorocyclobutyl)methoxy)-2-oxo-1,2-dihydroquinolin-3-yl)ethyl)-2-methylpropan-2-sulfinamide